N-(4-(4-amino-7-(1-isobutyrylpiperidin-4-yl)pyrrolo[2,1-f][1,2,4]triazin-5-yl)phenyl)-1-cyclopropyl-6-methyl-5-(oxazol-2-yl)-4-oxo-1,4-dihydropyridine-3-carboxamide NC1=NC=NN2C1=C(C=C2C2CCN(CC2)C(C(C)C)=O)C2=CC=C(C=C2)NC(=O)C2=CN(C(=C(C2=O)C=2OC=CN2)C)C2CC2